Methyl 2-[4-[5-amino-4-cyano-1-(1-methylcyclopropyl)pyrazol-3-yl]phenyl]prop-2-enoate NC1=C(C(=NN1C1(CC1)C)C1=CC=C(C=C1)C(C(=O)OC)=C)C#N